4,4'-((4-hydroxy-3-iodophenyl)methylene)diphenol OC1=C(C=C(C=C1)C(C1=CC=C(C=C1)O)C1=CC=C(C=C1)O)I